2-fluoro-N-(6-(3-fluoro-2-(methylamino)phenyl)imidazo[1,2-a]pyridin-2-yl)cyclopropanecarboxamide FC1C(C1)C(=O)NC=1N=C2N(C=C(C=C2)C2=C(C(=CC=C2)F)NC)C1